N-(2-((4-(3-(1-methyl-1H-pyrazol-3-yl)phenyl)thiazol-2-yl)amino)-2-oxoethyl)-1H-pyrrole-3-carboxamide CN1N=C(C=C1)C=1C=C(C=CC1)C=1N=C(SC1)NC(CNC(=O)C1=CNC=C1)=O